cyclohexyl-α-hydroxy-benzenacetic acid 4-(diethylamino)-2-butynyl ester C(C)N(CC#CCOC(C(C1=C(C=CC=C1)C1CCCCC1)O)=O)CC